COC1=C2C(CC(OC2=CC(=C1)OC)C1=CC=CC=C1)=O 5,7-Dimethoxyflavanone